C(C)(=O)NS(=O)(=O)C1=CC=C(C=C1)NC(=O)C1=C(N=CC(=N1)C1=CC=C(C=C1)C1N(CCC1)C(=O)OC(C)(C)C)N tert-butyl 2-(4-(6-(4-(N-acetylsulfamoyl)phenylcarbamoyl)-5-aminopyrazin-2-yl)phenyl)pyrrolidine-1-carboxylate